ClC1=C(C(=CC2=CC=CC=C12)Cl)C 1,3-dichloro-methylnaphthalene